C1CCN2C1=C(C=1C=CC=CC21)C2=NOC(=N2)C2[C@H]1CN(C[C@@H]21)C(=O)OC(C)(C)C tert-butyl (1R,5S,6s)-6-(3-(2,3-dihydro-1H-pyrrolo[1,2-a]indol-9-yl)-1,2,4-oxadiazol-5-yl)-3-azabicyclo[3.1.0]hexane-3-carboxylate